C(CCCCCCCCCCCCC)N1C(=C(C(C2=C(C=C(C=C12)OC)OC(=O)C(C)(C)C)=O)OC(=O)C(C)(C)C)C1=CC(=C(C=C1)OC(=O)C(C)(C)C)OC N-tetradecyl-2-(3-methoxy-4-(t-butylcarbonyloxy)-phenyl)-7-methoxy-3,5-di-(t-butylcarbonyloxy)-quinolin-4-one